N1C=C(C2=CC=CC=C12)C1=NC(=NC=C1)NC1=CC2=C(C(=C(C(O2)=O)C(C)=O)N2CCOCC2)C=C1 7-((4-(1H-indol-3-yl)pyrimidin-2-yl)amino)-3-acetyl-4-morpholinyl-2H-benzopyran-2-one